NC1=NC2=C(C=C(C=C2C=N1)Cl)OC 2-amino-6-chloro-8-methoxyquinazolin